4,6-bis(diphenylphosphino)-9,9-dimethylxanthene C1(=CC=CC=C1)P(C1=CC=CC=2C(C3=CC=C(C=C3OC12)P(C1=CC=CC=C1)C1=CC=CC=C1)(C)C)C1=CC=CC=C1